(3-(5-amino-6-chloropyrazin-2-yl)-4-methylphenyl)-3,3-difluoropropane-1,2-diol NC=1N=CC(=NC1Cl)C=1C=C(C=CC1C)C(C(C(F)F)O)O